C(C)(CC)OC(C(F)Br)=O bromo-2-fluoroacetic acid sec-butyl ester